N-(2-(4-ethylpiperazine-1-yl)-4-methoxy-5-((6-((R)-3-(3-(trifluoromethyl)phenyl)-isoxazolidine-2-yl)pyrimidine-4-yl)amino)phenyl)acrylamide C(C)N1CCN(CC1)C1=C(C=C(C(=C1)OC)NC1=NC=NC(=C1)N1OCC[C@@H]1C1=CC(=CC=C1)C(F)(F)F)NC(C=C)=O